CS(=O)(=O)N1CCC(CC1)NC1=NC2=C(C=CC=C2C=N1)C1CC2(CCNC2)CC1 N-(1-(methylsulfonyl)piperidin-4-yl)-8-(2-azaspiro[4.4]non-7-yl)quinazolin-2-amine